C1(CC1)N(CC[C@@H](C(=O)O)NC(=O)OCC1=CC(=CC(=C1)Cl)Cl)CCCCC1=NC=2NCCCC2C=C1 (S)-4-(cyclopropyl(4-(5,6,7,8-tetrahydro-1,8-naphthyridin-2-yl)butyl)amino)-2-((((3,5-dichlorobenzyl)oxy)carbonyl)amino)butanoic acid